(4-((4-(Benzylthio)-2,6-difluorobenzyl)amino)-7-methoxyquinolin-3-yl)glycine C(C1=CC=CC=C1)SC1=CC(=C(CNC2=C(C=NC3=CC(=CC=C23)OC)NCC(=O)O)C(=C1)F)F